FC1(C(C12CCN(CC2)C(=O)OC(C)(C)C)C#CC)F tert-butyl 1,1-difluoro-2-propynyl-6-azaspiro[2.5]octane-6-carboxylate